C(C)(=O)OC1=CC=C(C=C1)CCC1(O)[C@H](N)[C@@H](O)[C@H](O)[C@H](O1)CO 2-(4-acetoxyphenyl)ethyl-D-glucosamine